O=C1NCSC1 4-oxothiazolidin